ClC1=C(C=CC=C1)C=1N=C(SC1)NC(C1=C(C=C(C=C1)N1CCOCC1)OC)=O N-(4-(2-chlorophenyl)thiazol-2-yl)-2-methoxy-4-morpholinobenzamide